tert-butyl (1-((tert-butyldimethyl silyl)oxy)-3-(6,7-dichloro-1-tosyl-1H-indol-2-yl)propan-2-yl)carbamate [Si](C)(C)(C(C)(C)C)OCC(CC=1N(C2=C(C(=CC=C2C1)Cl)Cl)S(=O)(=O)C1=CC=C(C)C=C1)NC(OC(C)(C)C)=O